ethyl 2-(4-((6,7-dimethoxyquinolin-4-yl) oxy)-2-hydroxyphenyl)-2-oxoacetate COC=1C=C2C(=CC=NC2=CC1OC)OC1=CC(=C(C=C1)C(C(=O)OCC)=O)O